N-(4-aminophenyl)-N-(2-(diethylamino)ethyl)acetamide NC1=CC=C(C=C1)N(C(C)=O)CCN(CC)CC